1-(3,5-dichloro-2-hydroxymethylphenyl)-3-(3-chloro-5-trifluoromethoxyphenyl)urea ClC=1C(=C(C=C(C1)Cl)NC(=O)NC1=CC(=CC(=C1)OC(F)(F)F)Cl)CO